CS(=O)(=O)C1(CC1)C#N 1-(methylsulfonyl)cyclopropane-1-carbonitrile